Methyl 3-[4-[(5-cyano-1H-imidazole-2-carbonyl)amino]-3-(1,2-dideuterio-4,4-dimethylcyclohexyl)phenyl]-6,7-dideuterio-(s)-3-hydroxy-1,5-dimethyl-8-azabicyclo[3.2.1]octane-8-carboxylate C(#N)C1=CN=C(N1)C(=O)NC1=C(C=C(C=C1)C1(C[C@@]2(C(C(C(C1)(N2C(=O)OC)C)[2H])[2H])C)O)C2(C(CC(CC2)(C)C)[2H])[2H]